N-(6-((1-(4-(2,6-dioxopiperidin-3-yl)-2-fluorophenyl)piperidin-4-yl)methyl)-6-azaspiro[2.5]oct-1-yl)-3-methoxybenzamide O=C1NC(CCC1C1=CC(=C(C=C1)N1CCC(CC1)CN1CCC2(CC2NC(C2=CC(=CC=C2)OC)=O)CC1)F)=O